diethyl (5-ethynyl-6-fluoro-4-(8-fluoro-2-(((2R,7aS)-2-fluorotetrahydro-1H-pyrrolizin-7a(5H)-yl)methoxy)-4-(1,4-oxazepan-4-yl)pyrido[4,3-d]pyrimidin-7-yl)naphthalen-2-yl) phosphate P(=O)(OCC)(OCC)OC1=CC2=CC=C(C(=C2C(=C1)C1=C(C=2N=C(N=C(C2C=N1)N1CCOCCC1)OC[C@]12CCCN2C[C@@H](C1)F)F)C#C)F